FC(C1=NC(=CC(=C1)C1=NN(C=N1)/C=C(/C(=O)OCC)\C=1C=NC=NC1)C(F)(F)F)(F)F methylmethyl (E)-3-(3-(2,6-bis(trifluoromethyl)pyridin-4-yl)-1H-1,2,4-Triazol-1-yl)-2-(pyrimidin-5-yl)acrylate